C(CCNCCCNCCCNCCCOCCCCCCCCC)(=O)O 16-Oxa-4,8,12-triazapentacosanoic acid